(1R)-1-[3-(2-cyclopropyl-4-pyridinyl)-1,2,4-thiadiazol-5-yl]ethanamine C1(CC1)C1=NC=CC(=C1)C1=NSC(=N1)[C@@H](C)N